N1N=CC=C1C=1C=CC=2C3=C(C(=NC2C1)N)N=C(N3)CC3CNCC3 7-(1H-pyrazol-5-yl)-2-[(pyrrolidin-3-yl)methyl]-1H-imidazo[4,5-c]quinolin-4-amine